(Z)-6'-(((1S,3S)-3-((5-(difluoromethoxy)pyrimidin-2-yl)amino)cyclopentyl)amino)-N'-hydroxy-2-oxo-2H-[1,3'-bipyridine]-3-carboximidamide FC(OC=1C=NC(=NC1)N[C@@H]1C[C@H](CC1)NC1=CC=C(C=N1)N1C(C(=CC=C1)/C(/N)=N/O)=O)F